FC1=CC=C(C=C1)C1=NOC(=N1)C1CC12CCN(CC2)C(CC2=NON=C2C)=O 1-(1-(3-(4-fluorophenyl)-1,2,4-oxadiazol-5-yl)-6-azaspiro[2.5]octan-6-yl)-2-(4-methyl-1,2,5-oxadiazol-3-yl)ethan-1-one